[SiH3]C1C(C(CC(C(C(C1)[SiH3])=O)[SiH3])[SiH3])=O 1,3,5,7-tetrasilyl-2,6-dioxo-cyclooctane